(2R,6R)-6-((4-bromophenoxy)methyl)-2-(methoxymethyl)-2-methyl-1,4-dioxane BrC1=CC=C(OC[C@H]2COC[C@@](O2)(C)COC)C=C1